BrC1=CC=C(C=C1)C=1N=CC(=NC1C1=CC=CC=C1)N1CCN(CC1)C(=O)C1=CC=CC=C1 (4-(5-(4-bromophenyl)-6-phenylpyrazin-2-yl)piperazin-1-yl)(phenyl)methanone